N-hydroxy-4-{[5-(3-methyl-4-oxo-3,4-dihydro-quinazolin-6-yl)-3-(4-methylphenyl)-1H-pyrazol-1-yl]methyl}benzamide ONC(C1=CC=C(C=C1)CN1N=C(C=C1C=1C=C2C(N(C=NC2=CC1)C)=O)C1=CC=C(C=C1)C)=O